[8-(trifluoromethyl)-4-quinolinyl]quinoline FC(C=1C=CC=C2C(=CC=NC12)C1=NC2=CC=CC=C2C=C1)(F)F